C(=C)C1(C2=CC=CC=C2C=2C=CC=C(C12)CC1=CC=CC=C1)C=C 9,9-Divinylbenzyl-9H-fluorene